(Z)-1-(3-(1-Methyl-1H-indol-5-yl)-4-oxothiazolidin-2-ylidene)-3-(2-methyl-4-(1-(4-(perfluoroethoxy)phenyl)-1H-1,2,4-triazol-3-yl)phenyl)urea CN1C=CC2=CC(=CC=C12)N1/C(/SCC1=O)=N/C(=O)NC1=C(C=C(C=C1)C1=NN(C=N1)C1=CC=C(C=C1)OC(C(F)(F)F)(F)F)C